(3S)-N-cyclobutyl-3-({1-cyclopentyl-5-[2-(trifluoromethyl)thiophen-3-yl]-1H-pyrazol-3-yl}formamido)-5-(piperidin-1-yl)pentanamide C1(CCC1)NC(C[C@H](CCN1CCCCC1)NC(=O)C1=NN(C(=C1)C1=C(SC=C1)C(F)(F)F)C1CCCC1)=O